ClC=1C2=C(N=C(N1)C=1C(=NN(C1)COCC[Si](C)(C)C)C)C=NC(=C2)Cl 4,6-dichloro-2-(3-methyl-1-((2-(trimethylsilyl)ethoxy)methyl)-1H-pyrazol-4-yl)pyrido[3,4-d]pyrimidine